bismuth tin compound with carbon [C].[Sn].[Bi]